[Ir+3].CC=1C=C(C=CC1)C1=NC(=NC(=C1)C1=CC(=CC=C1)C)C(CC(C)(C)C)(CC(C)(C)C)C1=NC(=CC(=N1)C1=CC(=CC=C1)C)C1=CC(=CC=C1)C bis[4,6-bis(3-methylphenyl)pyrimidinyl](dineopentylmethane) iridium (III)